5-nitro-1-indolyl-deoxyribose [N+](=O)([O-])C([C@H]([C@H](CC(=O)C=1NC2=CC=CC=C2C1)O)O)O